ClC1=C(C=CC(=C1)Cl)C1=NC(=NO1)C1=NC=CC=C1 5-(2,4-dichlorophenyl)-3-(pyridin-2-yl)-1,2,4-oxadiazole